BrC=1C=C2C=CC(=C(C2=CC1)N1C=C(C2=CC=CC=C12)C)O 6-Bromo-1-(3-methyl-1H-indol-1-yl)naphthalen-2-ol